COC(C1=C(C=CC=C1)C=1OCCC1)=O (4,5-Dihydrofuran-2-yl)benzoic acid methyl ester